COC1=CC=C(C=C1)S(=O)OC Methyl 4-methoxybenzenesulfinate